1-((3-fluoro-5-methoxy-2',2''-dimethyl-3''-(quinoxalin-5-ylamino)-[1,1':3',1''-terphenyl]-4-yl)methyl)azetidine FC=1C=C(C=C(C1CN1CCC1)OC)C1=C(C(=CC=C1)C1=C(C(=CC=C1)NC1=C2N=CC=NC2=CC=C1)C)C